5-Fluoro-2-(1-phenylvinyl)-1H-indole FC=1C=C2C=C(NC2=CC1)C(=C)C1=CC=CC=C1